NCC1C2CC(C(C1)C2)CN 2,5-bis(aminomethyl)-norbornane